3,5-di-tert-butyl-4-hydroxybenzene 2-OXO-2-PHENYLETHYL-N-(5-FORMYLPYRIMIDIN-2-YL)GLYCINATE O=C(CN(CC(=O)O)C1=NC=C(C=N1)C=O)C1=CC=CC=C1.C(C)(C)(C)C=1C=CC=C(C1O)C(C)(C)C